ClC1=CC=C(C=C1)[C@H]1C[C@@H](CO1)C1=NOC(=N1)CN1N=NC2=C(C1=O)N(C=N2)C 3-((3-((3R,5R)-5-(4-chlorophenyl)tetrahydro-furan-3-yl)-1,2,4-oxadiazol-5-yl)methyl)-5-methyl-3,5-dihydro-4H-imidazo[4,5-d][1,2,3]triazin-4-one